C(C)(C)(C)C=1C(=NC=CC1C1=CC=NC=C1)C(C)(C)C di(tert-butyl)-4,4'-bipyridine